OCCOC1=CC=C(C=C1)C1(C2=CC=C(C=C2C=2C=C(C=CC12)C=1C2=CC=CC=C2C=2C=CC=CC2C1)C=1C2=CC=CC=C2C=2C=CC=CC2C1)C1=CC=C(C=C1)OCCO 9,9-bis(4-(2-hydroxyethoxy)phenyl)-3,6-di(9-phenanthryl)fluorene